C(C)N1CCN(CC1)CC=1N=C(SC1)NC(=O)C1=C(OC(=C1)C1=CC(=CC=C1)C(F)(F)F)C N-(4-((4-ethylpiperazin-1-yl)methyl)thiazol-2-yl)-2-methyl-5-(3-(trifluoromethyl)phenyl)furan-3-carboxamide